{5-chloro-4-[(4-fluorobenzyl)amino]pyrimidin-2-yl}aminobenzoic acid ClC=1C(=NC(=NC1)NC1=C(C(=O)O)C=CC=C1)NCC1=CC=C(C=C1)F